(R)-4-benzyl-3-((2R,3R)-3-((tert-butyldimethylsilyl)oxy)-2-(cyclopentyloxy)-3-(3-methoxy-4-methylphenyl)propionyl)oxazolidin-2-one C(C1=CC=CC=C1)[C@H]1N(C(OC1)=O)C([C@@H]([C@@H](C1=CC(=C(C=C1)C)OC)O[Si](C)(C)C(C)(C)C)OC1CCCC1)=O